C(C(C)C)OC1=CC=C(C(=O)Cl)C=C1 4-isobutoxybenzoyl chloride